(4-(4-(trifluoromethyl)piperidin-1-yl)phenyl)nitrogen FC(C1CCN(CC1)C1=CC=C(C=C1)[N])(F)F